4-[5-(2-aminoethyl)pyrimidin-2-yl]-3-[(4-cyclohexyltriazol-1-yl)methyl]benzonitrile NCCC=1C=NC(=NC1)C1=C(C=C(C#N)C=C1)CN1N=NC(=C1)C1CCCCC1